N1N=NC=C1C1[C@H]2CNC[C@@H]12 (1R,5S,6r)-6-(1H-1,2,3-triazol-5-yl)-3-azabicyclo[3.1.0]hexane